FC1=CC=C(C=C1)C(CN1CCCC1)NC(=O)C1=NN2C(C(NC(=C2)C2=CC3=CC=CC=C3C=C2)=O)=C1 N-[1-(4-Fluorophenyl)-2-(pyrrolidin-1-yl)ethyl]-6-(2-naphthyl)-4-oxo-5H-pyrazolo[1,5-a]pyrazine-2-carboxamide